BrC1=C(C2=C(N(N=C2C=C1)C)Cl)Cl 5-Bromo-3,4-dichloro-2-methyl-2H-indazole